2-(4-((2-(dimethylamino)ethyl)(methyl)amino)-2-methoxy-5-nitrophenylamino)pyrimidine-5-carbonitrile CN(CCN(C1=CC(=C(C=C1[N+](=O)[O-])NC1=NC=C(C=N1)C#N)OC)C)C